8-((6-chloropyridin-3-yl)methyl)-3-isopentylpyrido[2,3-d]pyrimidine-2,4(3H,8H)-dione ClC1=CC=C(C=N1)CN1C=CC=C2C1=NC(N(C2=O)CCC(C)C)=O